OCCCC1CC(CCC1)CCCO 1,3-bis(hydroxypropyl)cyclohexane